N-[2-(3,3-difluoropyrrolidin-1-yl)-4-(2-fluoro-phenyl)-3-pyridyl]-4-(2,2-dimethylpropyl)-3-oxo-piperazine-1-carboxamide FC1(CN(CC1)C1=NC=CC(=C1NC(=O)N1CC(N(CC1)CC(C)(C)C)=O)C1=C(C=CC=C1)F)F